CC1=C(C2=C(N=CN=C2NC2(CC2)C)O1)C(=O)N1CC=2N(CC1)C=C(N2)C(F)(F)F 6-methyl-N-(1-methylcyclopropyl)-5-[2-(trifluoromethyl)-5h,6h,7h,8h-imidazo[1,2-a]pyrazine-7-carbonyl]furo[2,3-d]pyrimidin-4-amine